BrC=1C=C2C(=NC1)C(CN2)(C)C 6-bromo-3,3-dimethyl-1,2-dihydropyrrolo[3,2-b]pyridine